O.Cl.N[C@@H](CS)C(=O)O L-cysteine HCl monohydrate